N1CCC(CC1)C1=NC(=NC=C1)N1C[C@@H]2N(C=3C(=NN=C(C3)C3=C(C=CC=C3)O)NC2)CC1 (R)-2-(8-(4-(piperidin-4-yl)pyrimidin-2-yl)-6,6a,7,8,9,10-hexahydro-5H-pyrazino[1',2':4,5]pyrazino[2,3-c]pyridazin-2-yl)phenol